6-bromo-2-fluoro-3-(methoxy-d3)-benzaldehyde BrC1=CC=C(C(=C1C=O)F)OC([2H])([2H])[2H]